(S)-4-(5-(3-((2-((S)-3-carboxybutanoyl)-4-chloro-7-fluoro-6-methoxyisoindolin-5-yl)oxy)propoxy)-7-chloro-4-fluoro-6-methoxybenzo[b]thiophen-2-yl)-2-methyl-4-oxobutanoic acid C(=O)(O)[C@H](CC(=O)N1CC2=C(C(=C(C(=C2C1)Cl)OCCCOC1=C(C2=C(SC(=C2)C(C[C@@H](C(=O)O)C)=O)C(=C1OC)Cl)F)OC)F)C